C(C)(C)(C)C=1C=C(C=C(C1O)C(C)(C)C)C(C(=O)O)(C)C1=CC(=C(C(=C1)C(C)(C)C)O)C(C)(C)C.S(C=C)C=C 2,2'-thiodiethylene bis(3,5-di-t-butyl-4-hydroxyphenyl)propionate